α-amino-2,4-difluorophenylacetic acid NC(C(=O)O)C1=C(C=C(C=C1)F)F